N(=C=S)CCOCCOCCN=C=S 1,2-bis(2-isothiocyanatoethoxy)ethane